N1=C(C=CC=C1)CON(C(=O)N)C1=CC=CC=C1 pyridylmethoxyphenylurea